COC=1C2=C(N=CN1)N(C(=C2C2=CC(=C(C=C2)OC2=NC=CC(=N2)C)OC)C2=CC=C(C=C2)NC(C=C)=O)C N-(4-(4-methoxy-5-(3-methoxy-4-((4-methylpyrimidin-2-yl)oxy)phenyl)-7-methyl-7H-pyrrolo[2,3-d]pyrimidin-6-yl)phenyl)acrylamide